2-oxabicyclo-[3.3.0]oct-6-ene-3-one C12OC(CC2C=CC1)=O